3-(1-(2-methyl-4-(trifluoromethoxy)phenyl)-4-vinyl-1H-pyrazolo[3,4-b]pyridin-3-yl)azetidine-1-carboxylic acid tert-butyl ester C(C)(C)(C)OC(=O)N1CC(C1)C1=NN(C2=NC=CC(=C21)C=C)C2=C(C=C(C=C2)OC(F)(F)F)C